Dithietan S1SCC1